2-(azidomethyl)-1H-indole N(=[N+]=[N-])CC=1NC2=CC=CC=C2C1